C(C)(=O)C1=CC=C(C(=O)N2CCN(CC2)C(\C=C\C2=C(C=C(C=C2)O)O)=O)C=C1 (E)-1-[4-(4-acetylbenzoyl)piperazin-1-yl]-3-(2,4-dihydroxyphenyl)prop-2-en-1-one